3-amino-1-isopropylpyridin-2(1H)-one NC=1C(N(C=CC1)C(C)C)=O